N1C(=NC2=C1C=CC=C2)C=2C(=NON2)NCCC#N 3-{[4-(1H-benzimidazole-2-yl)-1,2,5-oxadiazol-3-yl]amino}propanenitrile